racemic-trans-4-methyl-pyrrolidine-1,3-dicarboxylic acid 1-tert-butyl ester C(C)(C)(C)OC(=O)N1C[C@H]([C@@H](C1)C)C(=O)O |r|